(S)-1-(quinolin-4-yl)ethylamine N1=CC=C(C2=CC=CC=C12)[C@H](C)N